C(C1=CC(O)=C(O)C(O)=C1)(=O)O anti-gallic acid